(E)-N-benzyl-2-cyano-3-(5-(trifluoromethyl)-1H-pyrrolo[2,3-b]pyridin-3-yl)acrylamide C(C1=CC=CC=C1)NC(\C(=C\C1=CNC2=NC=C(C=C21)C(F)(F)F)\C#N)=O